adenosine triphosphate P(O)(=O)(OP(=O)(O)OP(=O)(O)O)OC[C@@H]1[C@H]([C@H]([C@@H](O1)N1C=NC=2C(N)=NC=NC12)O)O